FC1=C(CN2C(C3=NC=CC=C3C2=O)([2H])[2H])C(=CC(=C1)C=1C2=CN(N=C2C(=CC1)F)C)F 6-(2,6-difluoro-4-(7-fluoro-2-methyl-2H-indazol-4-yl)benzyl)-6,7-dihydro-5H-pyrrolo[3,4-b]pyridin-5-one-7,7-d2